[C@H]1([C@@H](O)[C@@H](O)[C@H](O)[C@H](O1)CO)O[C@@H]1[C@@H]([C@@H](OC2=CC=C(C=C2)N)O[C@@H]([C@H]1O)CO[C@@H]1[C@@H](O)[C@@H](O)[C@H](O)[C@H](O1)CO)O 4-aminophenyl 3,6-di-O-(α-D-mannopyranosyl)-α-D-mannopyranoside